BrC1=C(C(=CC2=C1[C@@H]([C@@](O2)(C(=O)OC)C2=CC=CC=C2)OC)F)Cl (2R,3S)-methyl 4-bromo-5-chloro-6-fluoro-3-methoxy-2-phenyl-2,3-dihydrobenzofuran-2-carboxylate